1-(3-(2-(5-chloro-3-methyl-1H-pyrazol-4-yl)-7-fluoro-4-isopropylquinolin-6-yl)-1-methyl-1H-1,2,4-triazol-5-yl)ethan-1-ol ClC1=C(C(=NN1)C)C1=NC2=CC(=C(C=C2C(=C1)C(C)C)C1=NN(C(=N1)C(C)O)C)F